1-{[(5S,7S)-3-(3-ethyl-5-isoxazolyl)-7-methyl-2-oxo-1-oxa-3-azaspiro[4.5]dec-7-yl]methyl}-1H-benzimidazole-6-carbonitrile C(C)C1=NOC(=C1)N1C(O[C@]2(C1)C[C@@](CCC2)(C)CN2C=NC1=C2C=C(C=C1)C#N)=O